[Ni].N1=C(C=CC=C1)C1(CNCCO1)[2H] 2-(Pyridin-2-yl)morpholin-2-d Nickel